2-(((2-(4-(trifluoromethoxy)phenyl)-1H-benzo[d]imidazol-1-yl)methyl)phenoxy)hexanoic acid FC(OC1=CC=C(C=C1)C1=NC2=C(N1CC1=C(OC(C(=O)O)CCCC)C=CC=C1)C=CC=C2)(F)F